CC=1C(OC2=COC(=CC21)C)=O 3,5-dimethyl-2H-furo[2,3-c]pyran-2-one